BrNC1=CC(=C(C(=C1[N+](=O)[O-])F)F)F Bromo-3,4,5-trifluoro-6-nitroaniline